3-((3-(3-bromophenyl)oxetan-3-yl)fluoromethyl)-4-phenyl-4H-1,2,4-triazole BrC=1C=C(C=CC1)C1(COC1)C(C1=NN=CN1C1=CC=CC=C1)F